Benzyl (1S,2S,3R,4R)-3-(5-(((1s,4S)-4-(tert-butoxycarbonyl)-4-methylcyclohexyl)oxy)-4-fluoro-2-methoxybenzamido)bicyclo[2.2.1]hept-5-ene-2-carboxylate C(C)(C)(C)OC(=O)C1(CCC(CC1)OC=1C(=CC(=C(C(=O)N[C@H]2[C@H]([C@@H]3C=C[C@H]2C3)C(=O)OCC3=CC=CC=C3)C1)OC)F)C